COC1=CC=C(C=C1)CN(CCCCCCCC(=O)OC(CCCCCCCC)CCCCCCCC)CCCCCCCC(OC(CC)CCCCCCCC)=O Heptadecan-9-yl 8-{[(4-methoxyphenyl)methyl][8-oxo-8-(undecan-3-yloxy)octyl]amino}octanoate